FC=1C=C2C=NN(C2=CC1C=1C=2C(=NN(C2C=CC1)CC(=O)NCC(=O)NCC(=O)OC)C1CCN(CC1)C(CCC(C)=O)=O)C methyl (2-(5'-fluoro-1'-methyl-3-(1-(4-oxopentanoyl)piperidin-4-yl)-1H,1'H-[4,6'-biindazol]-1-yl)acetyl)glycylglycinate